N-[(1-{[5-(4-cyclopropylphenoxy)-2-pyrazinyl]methyl}-4-hydroxy-2-oxo-1,2,5,6-tetrahydro-3-pyridinyl)carbonyl]glycine C1(CC1)C1=CC=C(OC=2N=CC(=NC2)CN2C(C(=C(CC2)O)C(=O)NCC(=O)O)=O)C=C1